(but-3-en-1-yl)-4-methylbenzenesulfonamide C(CC=C)C1=C(C=CC(=C1)C)S(=O)(=O)N